IC1=CC=CC=2N1N=C(C2NC(OC(C)(C)C)=O)C tert-butyl (7-iodo-2-methylpyrazolo[1,5-a]pyridin-3-yl)carbamate